4,7-difluoro-2,3-dihydro-1H-inden FC1=C2CCCC2=C(C=C1)F